phosphinothionyl-ammonium benzyl-(2S)-2-{[(tert-butoxy)carbonyl]amino}-5-hydroxypentanoate C(C1=CC=CC=C1)OC([C@H](CCCO)NC(=O)OC(C)(C)C)=O.PS(=O)[NH3+]